C(C)(C)C1=C(C=CC=C1)[C@H]1N(CCC1)C1CC2(C1)CCN(CC2)C2=NC=C(C(=O)N)C=C2 6-(2-((S)-2-(2-isopropylphenyl)pyrrolidin-1-yl)-7-Azaspiro[3.5]non-7-yl)nicotinamide